CC1=CCS(OCC1)(=O)=O 5-methyl-6,7-dihydro-3H-oxathiepine 2,2-dioxide